BrC1=CC(=C2C(N(C(C2=C1)=O)CC1=NC=C(C=C1)Cl)(OCC1(CC1)CO)C1=CC=C(C=C1)Cl)F 6-bromo-3-(4-chlorophenyl)-2-[(5-chloropyridin-2-yl)methyl]-4-fluoro-3-{[1-(hydroxymethyl)cyclopropyl]methoxy}-2,3-dihydro-1H-isoindol-1-one